Cl.Cl.Cl.NC1(CCN(CC1)C1=NC2=CC=C(C=C2C(=N1)NC1=NNC(=C1F)C1CC1)C1CCNCC1)C 2-(4-amino-4-methylpiperidin-1-yl)-N-(5-cyclopropyl-4-fluoro-1H-pyrazol-3-yl)-6-(piperidin-4-yl)quinazolin-4-amine trihydrochloride